2-((2-((6-methoxy-2-methyl-1,2,3,4-tetrahydroisoquinolin-7-yl)amino)-5-methyl-7H-pyrrolo[2,3-d]pyrimidin-4-yl)amino)-N,N-dimethylbenzenesulfonamide COC=1C=C2CCN(CC2=CC1NC=1N=C(C2=C(N1)NC=C2C)NC2=C(C=CC=C2)S(=O)(=O)N(C)C)C